C1(CC1)N(CCC(C(=O)O)NC1=NC=C(C=N1)C(F)(F)F)CCCCC1=NC=2NCCCC2C=C1 4-(cyclopropyl(4-(5,6,7,8-tetrahydro-1,8-naphthyridin-2-yl)butyl)amino)-2-((5-(trifluoromethyl)pyrimidin-2-yl)amino)butanoic acid